C1NCC2(C3=CC=CC=C13)CC2 1',2'-dihydro-3'h-spiro[cyclopropane-1,4'-isoquinoline]